2-(6-((2-((4-(4-(4-methylpiperazin-1-yl)piperidin-1-yl)phenyl)amino)thieno[2,3-d]pyrimidin-4-yl)amino)pyridin-2-yl)propan-2-ol CN1CCN(CC1)C1CCN(CC1)C1=CC=C(C=C1)NC=1N=C(C2=C(N1)SC=C2)NC2=CC=CC(=N2)C(C)(C)O